C(C)(C)(C)N1N=NC(=C1)C(=O)NC[C@@H]1[C@@H](CN(CC1)C=1C=2N(C=C(N1)C=1C=NN(C1)C)N=CC2)F 1-(tert-butyl)-N-(((3s,4r)-3-fluoro-1-(6-(1-methyl-1H-pyrazol-4-yl)pyrazolo[1,5-a]pyrazin-4-yl)piperidin-4-yl)methyl)-1H-1,2,3-triazole-4-carboxamide